di(p-trimethylsilyl-phenyl)methylene(cyclopentadienyl)(fluorenyl)hafnium C[Si](C1=CC=C(C=C1)C(=[Hf](C1=CC=CC=2C3=CC=CC=C3CC12)C1C=CC=C1)C1=CC=C(C=C1)[Si](C)(C)C)(C)C